NC1=NC=2C=CC(=CC2C2=C1C=NN2C)C(=O)N(C)[C@@H]2COCC=1N=C(N=CC12)OCC 4-amino-N-((5S)-2-ethoxy-5,8-dihydro-6H-pyrano[3,4-d]-pyrimidin-5-yl)-N,1-dimethyl-1H-pyrazolo[4,3-c]quinoline-8-carboxamide